2,3-dichloro-4-fluorobenzaldehyde ClC1=C(C=O)C=CC(=C1Cl)F